4-((7-chloro-1,1-dioxo-3-oxo-3,4-dihydro-2H-benzo[e][1,2,4]thiadiazin-2-yl)methyl)-N-hydroxybenzoamide ClC1=CC2=C(NC(N(S2(=O)=O)CC2=CC=C(C(=O)NO)C=C2)=O)C=C1